FC1(CCN(CC1)C1=CC(=CC(=N1)C1=NN=C(O1)C1=C(C=C(C=C1)NS(=O)(=O)CCO)N1CCC2(CC2)CC1)C)F N-(4-(5-(6-(4,4-difluoropiperidin-1-yl)-4-methylpyridin-2-yl)-1,3,4-oxadiazole-2-yl)-3-(6-azaspiro[2.5]octane-6-yl)phenyl)-2-hydroxyethane-1-sulfonamide